FC1=CC=C(C=C1)[C@@H]1CN(CC1)C(=O)C1=CC=C(C=C1)OC[C@H](CN1N=CN=N1)O ((R)-3-(4-Fluorophenyl)pyrrolidin-1-yl)(4-((S)-2-hydroxy-3-(2H-tetrazol-2-yl)propoxy)phenyl)methanon